C1(CCCC1)N1C[C@@H]([C@H](CC1)NC(=O)C1=NOC(=C1)C1=C(C=C(C=C1)F)F)C(=O)O (3S,4S)-1-cyclopentyl-4-{[5-(2,4-difluoro-phenyl)-isoxazole-3-carbonyl]-amino}-piperidine-3-carboxylic acid